methyl (S,E)-2-(3-(2,4-dichlorophenyl) acrylamido)-4,4-dimethylpentanoate ClC1=C(C=CC(=C1)Cl)/C=C/C(=O)N[C@H](C(=O)OC)CC(C)(C)C